CC(C(=O)N1CCN(CC1)CC1=C2C=CN(C2=CC=C1)C1=CC2=CC=CC=C2C=C1)C 2-methyl-1-(4-((1-(naphthalen-2-yl)-1h-indol-4-yl)methyl)piperazin-1-yl)propan-1-one